ClC=1C=C2C(=C(C(NC2=CC1)=O)C=1CC(N(N1)C(CCC(=O)O)=O)C1=CC=C(C=C1)C1=CC=C(C=C1)F)C1=CC=CC=C1 4-[5-(6-chloro-2-oxo-4-phenyl-1H-quinolin-3-yl)-3-[4-(4-fluorophenyl)phenyl]-3,4-dihydropyrazol-2-yl]-4-oxo-butanoic acid